8-amino-9-(3-hydroxy-2,6-dimethylphenyl)pyrrolo[3,2-h]quinazoline-7-carboxamide NC1=C(C2=CC=C3C=NC=NC3=C2N1C1=C(C(=CC=C1C)O)C)C(=O)N